8-fluoro-2-((tetrahydro-1H-pyrrolizin-7a(5H)-yl)methoxy)-7-(5-(trifluoromethyl)-1H-indazol-4-yl)pyrido[4,3-d]pyrimidine FC1=C(N=CC2=C1N=C(N=C2)OCC21CCCN1CCC2)C2=C1C=NNC1=CC=C2C(F)(F)F